(Z)-8-fluoro-3-(1H-imidazol-1-yl)-6-(methoxyimino)indolo[2,1-b]quinazolin-12(6H)-one FC=1C=C2/C(/C3=NC4=CC(=CC=C4C(N3C2=CC1)=O)N1C=NC=C1)=N/OC